4-(((4-(difluoromethyl)-6-(hydroxymethyl)pyridin-3-yl)oxy)methyl)-N,N-dimethylpiperidine-1-sulfonamide FC(C1=C(C=NC(=C1)CO)OCC1CCN(CC1)S(=O)(=O)N(C)C)F